C[Si](C)(C)N (trimethylsilyl)amine